C(CO)N aminoethanol